FC1=C(C=C(C=C1)F)[C@@H]1N(CCC1)C1=NN2C(N=CC=C2)=C1C1CCC(N1)(C(=O)N)C 5-((R)-(2-(2,5-difluorophenyl)pyrrolidin-1-yl)pyrazolo[1,5-a]pyrimidin-3-yl)-2-methylpyrrolidine-2-carboxamide